Cl.N1C(=NCC1)COC=1C(=C(C=CC1)N(S(=O)(=O)C)C)CC(F)(F)F N-(3-((4,5-Dihydro-1H-imidazol-2-yl)methoxy)-2-(2,2,2-trifluoroethyl)phenyl)-N-methylmethanesulfonamide hydrochloride